CCCC(CCCCCCC)C(=O)[O-] undecane-4-carboxylate